C(CCCCCCC\C=C/CCCCCCCC)(=O)OCCOC(CCCCCCC\C=C/CCCCCCCC)=O ethylene bis-oleate